[N+](=O)([O-])C=1C=C(C(=C2C(=CC=CC12)[N+](=O)[O-])C(=O)O)C(=O)O 4,8-dinitro-naphthalenedicarboxylic acid